[O-]S(=O)(=O)C(F)(F)F.C[NH+]1C(CCC1)CCC 1-Methyl-2-propylpyrrolidinium triflat